(R)-8-ethyl-2-(2-fluoro-4-(3-hydroxypyrrolidine-1-carboxamido)phenyl)imidazo[1,2-b]-pyridazine-6-carboxylic acid C(C)C=1C=2N(N=C(C1)C(=O)O)C=C(N2)C2=C(C=C(C=C2)NC(=O)N2C[C@@H](CC2)O)F